ClC=1C(=NC=C(C1[C@@H](C)OC=1C=C2C(=NNC2=CC1)C=1C=CC(=NC1)N1CC2(C1)CC(CC2)O)Cl)C 2-[5-[5-[(1R)-1-(3,5-dichloro-2-methyl-4-pyridyl)ethoxy]-1H-indazol-3-yl]-2-pyridyl]-2-azaspiro[3.4]octan-6-ol